5-Chloro-2-[7-(3-methoxypropyl)-7H-pyrrolo[2,3-c]pyridazin-3-yl]-3-methylphenol ClC=1C=C(C(=C(C1)O)C1=CC2=C(N=N1)N(C=C2)CCCOC)C